4-(3,8-diazabicyclo[3.2.1]octan-8-yl)-7-(2-fluorophenyl)-1-(2-isopropyl-4-methylpyridin-3-yl)-2-oxo-1,2-dihydropyrido[2,3-d]pyrimidine-6-carbonitrile C12CNCC(CC1)N2C=2C1=C(N(C(N2)=O)C=2C(=NC=CC2C)C(C)C)N=C(C(=C1)C#N)C1=C(C=CC=C1)F